C(C)(C)(C)OC([C@@H](NC(=O)OC(C)(C)C)CCC(=O)O)=O N-(t-butoxycarbonyl)-L-glutamic acid-1-t-butyl ester